((1S,4S)-2-oxa-5-azabicyclo[2.2.1]heptan-1-yl)(8-chloro-1-methyl-6-(trifluoromethyl)-3,4-dihydroisoquinolin-2(1H)-yl)methanone [C@]12(OC[C@@H](NC1)C2)C(=O)N2C(C1=C(C=C(C=C1CC2)C(F)(F)F)Cl)C